ClC1=CC(=C(C=C1F)C=1C2=C(N=C(N1)[C@@H]1C[C@@H](OCC1)C=1C=NN(C1)C1CC1)N=C(C=C2)C)F 4-(4-chloro-2,5-difluorophenyl)-2-((2R,4S)-2-(1-cyclopropyl-1H-pyrazol-4-yl)tetrahydro-2H-pyran-4-yl)-7-methylpyrido[2,3-d]pyrimidine